C(C)CC(=O)NCC(CC1=C(NC2=C(C=C(C=C12)F)F)C1=CC=C(C=C1)F)(F)F ethyl-N-[3-[5,7-difluoro-2-(4-fluorophenyl)-1H-indol-3-yl]-2,2-difluoro-propyl]acetamide